CC1=NC(=CC(=C1)C=1NC2=CC(=CC=C2C1C)C1=C2CCN(CC2=CC=C1)C(=O)OC(C)(C)C)C tert-butyl 5-(2-(2,6-dimethylpyridin-4-yl)-3-methyl-1H-indol-6-yl)-3,4-dihydroisoquinoline-2(1H)-carboxylate